COC(NS(=O)(=O)C1=C(C=C(C=C1)CC(C)C)C1=CC=C(C=C1)CN1C(=NC=C1)C=1SC=CN1)=O ((5-isobutyl-4'-((2-(thiazol-2-yl)-1H-imidazol-1-yl)methyl)-[1,1'-biphenyl]-2-yl)sulfonyl)carbamic acid methyl ester